C(CCC)C(C(C[C@]1(C(=C(C(=O)O1)O)O)[C@@H](O)CO)O)O 3-butyl-glyceryl-ascorbic acid